2-[2-(5-methylfuran-2-yl)vinyl]-4,6-bis-(trichloromethyl)-1,3,5-triazine CC1=CC=C(O1)C=CC1=NC(=NC(=N1)C(Cl)(Cl)Cl)C(Cl)(Cl)Cl